FC(C(=O)N1CC(C1)C(=O)N1CCC(CC1)N1N=CC(=C1)C=1C=C(C=2N(C1)N=CC2C#N)OC)=C 6-(1-(1-(1-(2-fluoroacryloyl)azetidine-3-carbonyl)piperidin-4-yl)-1H-pyrazol-4-yl)-4-methoxypyrazolo[1,5-a]pyridine-3-carbonitrile